C(C)(C)(C)C1(NC(=NC(=N1)NC1CC1)SC)N 2-tert-butyl-N4-cyclopropyl-6-methylThio-1,3,5-triazine-2,4-diamine